N[C@@H](CCCN)C(=O)O.ONC(CCCCCN1CC(CCC1)C(=O)N)=O 1-(6-(hydroxyamino)-6-oxohexyl)piperidine-3-carboxamide ornithinate